tert-butyl 6-((2,3-dihydrobenzo[b][1,4]dioxin-6-yl) oxy)-2-oxo-3,4-dihydroquinoline-1(2H)-carboxylate O1C2=C(OCC1)C=C(C=C2)OC=2C=C1CCC(N(C1=CC2)C(=O)OC(C)(C)C)=O